(S)-4-((4-isopropyl-2-methyl-3-oxo-1-oxa-4,9-diazaspiro[5.5]undecan-9-yl)methyl)benzonitrile C(C)(C)N1C([C@@H](OC2(C1)CCN(CC2)CC2=CC=C(C#N)C=C2)C)=O